NC=1C(=NON1)C=1N(C2=C(C(=NC=C2OC[C@@H]2CNCCC2)C#CC(C)(O)C)N1)CC (S)-4-(2-(4-amino-1,2,5-oxadiazol-3-yl)-1-ethyl-7-(piperidin-3-ylmethoxy)-1H-imidazo[4,5-c]pyridin-4-yl)-2-methylbutan-3-yn-2-ol